6-chloro-4-((3-(5-(1-hydroxycyclobutyl)pyrazin-2-yl)-2-methoxy-5-methylphenyl)amino)-N-(methyl-d3)pyridazine-3-carboxamide ClC1=CC(=C(N=N1)C(=O)NC([2H])([2H])[2H])NC1=C(C(=CC(=C1)C)C1=NC=C(N=C1)C1(CCC1)O)OC